4,6-Dimethoxy-2,3-dihydrobenzofuran-7-sulfonamide COC1=CC(=C(C2=C1CCO2)S(=O)(=O)N)OC